N1(CCOCC1)CCSC1=NC=CC(=N1)NC1=CC(=C(C=C1)OCC1=CC(=CC=C1)F)Cl 2-(2-(morpholinyl)ethylthio)-4-(3-chloro-4-(3-fluorobenzyloxy)phenylamino)pyrimidine